C(=C)C1=CCCC1 1-vinyl-1-cyclopentene